Tetrahydropyrane-3-carbonitrile O1CC(CCC1)C#N